Cl.C(C)(=O)OC1O[C@H]([C@H]([C@H]([C@@H]1N)OC(C)=O)OC(C)=O)COC(C)=O (3S,4S,5S,6S)-6-(acetoxymethyl)-3-aminotetrahydro-2H-pyran-2,4,5-triyl triacetate hydrochloride